Ethyl 1-amino-4-(1-isopropyl-4-methyl-1H-pyrazol-3-yl)-3-(pyridin-2-yl)-1H-pyrrole-2-carboxylate NN1C(=C(C(=C1)C1=NN(C=C1C)C(C)C)C1=NC=CC=C1)C(=O)OCC